6-amino-2-(2,5-difluoro-4-(trifluoromethyl)phenyl)-5-methoxypyrimidine-4-carboxylic acid methyl ester COC(=O)C1=NC(=NC(=C1OC)N)C1=C(C=C(C(=C1)F)C(F)(F)F)F